COC=1C(=CC2=C(NC=N2)C1)C(=O)NC 6-methoxy-N-methyl-1H-benzo[d]imidazole-5-carboxamide